2-fluoro-4-[(trityl)thio]pyridine FC1=NC=CC(=C1)SC(C1=CC=CC=C1)(C1=CC=CC=C1)C1=CC=CC=C1